ClC1=C(C=CC(=C1)C1CC(NC(C1)=O)=O)N1CCN(CC1)CC1CCN(CC1)NC(OC(C)(C)C)=O tert-butyl (4-((4-(2-chloro-4-(2,6-dioxopiperidin-4-yl)phenyl)piperazin-1-yl)methyl)piperidin-1-yl)carbamate